4-[4-(2-aminoethyl)phenyl]-3-[methoxy-(2-phenyl-1,3-thiazol-5-yl)methyl]benzonitrile NCCC1=CC=C(C=C1)C1=C(C=C(C#N)C=C1)C(C1=CN=C(S1)C1=CC=CC=C1)OC